COC1CC(C1)(C1=NN=CN1C)C=1C=C(C=CC1)N1C(C2=CC(=CC(=C2C1)C(F)(F)F)CN1CCCCC1)=O 2-(3-((1r,3r)-3-methoxy-1-(4-methyl-4H-1,2,4-triazol-3-yl)cyclobutyl)phenyl)-6-(piperidin-1-ylmethyl)-4-(trifluoromethyl)isoindolin-1-one